CC1(CC(N(C1)CC1=CC=C(C=C1)C1=NOC(=N1)C(F)(F)F)=O)C 4,4-Dimethyl-1-[[4-[5-(trifluoromethyl)-1,2,4-oxadiazol-3-yl]phenyl]methyl]pyrrolidin-2-one